CSC1=NC=C(C=N1)C(C)O (2-(methylthio)pyrimidin-5-yl)ethan-1-ol